9-benzyl-8-(2-chloro-4-(2-(3-methylpiperazin-1-yl)ethoxy)phenyl)-6-(1-methylcyclopropoxy)-9H-purine tert-butyl-(1S,4S)-2,5-diazabicyclo[2.2.1]heptane-2-carboxylate C(C)(C)(C)OC(=O)N1[C@@H]2CN[C@H](C1)C2.C(C2=CC=CC=C2)N2C1=NC=NC(=C1N=C2C2=C(C=C(C=C2)OCCN2CC(NCC2)C)Cl)OC2(CC2)C